O=C1C=2NC(=NC2N=C(N1CCC)C(=O)N)C=1C=NN(C1)CC1=CC(=CC=C1)C(F)(F)F 6-Oxo-1-propyl-8-[1-(3-trifluoromethyl-benzyl)-1H-pyrazol-4-yl]-6,7-dihydro-1H-purine-2-carboxylic acid amide